COC(CCCCCCC\C=C/CCCC)=O (Z)-9-tetradecenoic acid methyl ester